BrC1=CC=C(C=C1)C(COC1=CC=C(C=C1)C(C=CC1=CC=C(C=C1)OC)=O)(CN1N=CN=C1)O 1-[4-[2-(4-Bromophenyl)-2-hydroxy-3-(1,2,4-triazol-1-yl)propoxy]phenyl]-3-(4-methoxyphenyl)prop-2-en-1-one